N-[(2,4-dimethoxyphenyl)methyl]-3-phenyl-1H-pyrazolo[3,4-d]pyrimidin-6-amine COC1=C(C=CC(=C1)OC)CNC1=NC=C2C(=N1)NN=C2C2=CC=CC=C2